BrC=1C(=C(C2=C(NC(N2)=O)C1)C(=O)O)F 6-Bromo-5-fluoro-2-oxo-2,3-dihydro-1H-benzo[d]imidazole-4-carboxylic acid